C1=C(C=CC2=CC=CC=C12)OC(CCC)=O 2-naphthylbutyrate